(R)-4-(3-(1-methyl-1H-indazol-4-yl)phenyl)pyrrolidin-2-one CN1N=CC2=C(C=CC=C12)C=1C=C(C=CC1)[C@H]1CC(NC1)=O